COC(C1=C(C=C(C=C1OCC)C(C)=O)OCC)=O 4-acetyl-2,6-diethoxybenzoic acid methyl ester